C(C)(C)(C)OC(=O)NC(CC(=O)O)C1=CC=CC=C1 3-[(tert-butoxycarbonyl)amino]-3-phenylpropionic acid